C(C1=CC=CC=C1)OC(=O)NCC(CNCC(CCNC(OC(C)(C)C)=O)O[Si](CC)(CC)CC)O Tert-butyl N-[4-[[3-(benzyloxycarbonylamino)-2-hydroxypropyl]amino]-3-triethylsilyloxy-butyl]carbamate